1-(3-(4-(cyclopropanecarbonyl)piperazin-1-yl)benzyl)-5-methyl-N-(p-tolyl)-1H-pyrazole-3-carboxamide C1(CC1)C(=O)N1CCN(CC1)C=1C=C(CN2N=C(C=C2C)C(=O)NC2=CC=C(C=C2)C)C=CC1